BrC=1C(=NNC1)C1=C(C=CC(=C1)F)F 4-bromo-3-(2,5-difluorophenyl)-1H-pyrazole